ClC1=CC2=C(C(=N1)C(C)C)N=C(N2)C=2C(NC1=CC=NC(=C1C2)C2=C(C=CC=C2)OC([2H])([2H])[2H])=O 3-[6-chloro-4-(propan-2-yl)-1H-imidazo[4,5-c]pyridin-2-yl]-5-{2-[(2H3)methyloxy]phenyl}-1,6-naphthyridin-2(1H)-one